CC1=CC=C(C=C1)S(=O)(=O)OCC1(CC1)S(N(CC1=CC=C(C=C1)OC)CC1=CC=C(C=C1)OC)(=O)=O (1-(N,N-bis(4-methoxybenzyl)sulfamoyl)cyclopropyl)methyl 4-methylbenzenesulfonate